C(C)(C)(C)OC(=O)N1N=C(C(=C1)C1=[N+](C=C(C=C1Cl)F)[O-])C1CC1 2-(1-(tert-butoxycarbonyl)-3-cyclopropyl-1H-pyrazol-4-yl)-3-chloro-5-fluoropyridine 1-oxide